NC1CCN(CC1)CC1=CC=C(C=C1)NC=1N=C(C2=C(N1)NC=C2C2=CC=C(C=C2)S(=O)(=O)N(C)C)OC 4-(2-((4-((4-aminopiperidin-1-yl)methyl)phenyl)amino)-4-methoxy-7H-pyrrolo[2,3-d]pyrimidin-5-yl)-N,N-dimethylbenzene-sulfonamide